2-(2-((3-(6-aminopyridin-3-yl)acrylamido)methyl)-7-(trifluoromethyl)benzofuran-5-yl)pyrimidine-5-carboxylic acid NC1=CC=C(C=N1)C=CC(=O)NCC=1OC2=C(C1)C=C(C=C2C(F)(F)F)C2=NC=C(C=N2)C(=O)O